3-(3-chloro-2-methylanilino)-2-{3-[(1,4-dioxan-2-yl)methoxy]pyridin-4-yl}-1,5,6,7-tetrahydro-4H-pyrrolo[3,2-c]pyridin-4-one ClC=1C(=C(NC2=C(NC3=C2C(NCC3)=O)C3=C(C=NC=C3)OCC3OCCOC3)C=CC1)C